1-(1-dodecyloxymethyl)-3-methylimidazole C(CCCCCCCCCCC)OCN1CN(C=C1)C